NC1=NC2=C(N1CCCCCNC(OC(C)(C)C)=O)C=C(C=C2)CN2CCN(CC2)C tert-butyl (5-(2-amino-6-((4-methylpiperazin-1-yl)methyl)-1H-benzo[d]imidazol-1-yl)pentyl)carbamate